CP(OC[C@]1(N2CCC(C1=O)CC2)COC)(OC[C@]2(N1CCC(C2=O)CC1)COC)=O bis(((1S,2R,4S)-2-(methoxymethyl)-3-oxoquinuclidin-2-yl) methyl) methylphosphonate